BrC=1C=CC(=C(C#N)C1)O[C@@H]1CN(CC1)C1=CC=C(C=C1)S(=O)(=O)C (S)-5-bromo-2-((1-(4-(methylsulfonyl)phenyl)pyrrolidin-3-yl)oxy)benzonitrile